4-((1-(2-(5-fluoroisoindolin-2-yl)-3,6-dimethyl-4-oxo-3,4-dihydroquinazolin-8-yl)ethyl)amino)-1-methyl-1H-pyrazole-3-carboxylic acid FC=1C=C2CN(CC2=CC1)C1=NC2=C(C=C(C=C2C(N1C)=O)C)C(C)NC=1C(=NN(C1)C)C(=O)O